N-Ethyl-6-methyl-5-(4-(2-((1-(methylsulfonyl)piperidin-4-yl)amino)-5-(trifluoromethyl)pyrimidin-4-yl)-1H-imidazol-1-yl)picolinamide C(C)NC(C1=NC(=C(C=C1)N1C=NC(=C1)C1=NC(=NC=C1C(F)(F)F)NC1CCN(CC1)S(=O)(=O)C)C)=O